7-methyl-7,9-dihydro-8H-purin-8-imine CN1C(NC2=NC=NC=C12)=N